methylbutyl hydroperoxide CC(CCC)OO